1-(7-((2-Hydroxy-1-phenylethyl)amino)quinazolin-2-yl)-3-(3-hydroxyadamantan-1-yl)urea OCC(C1=CC=CC=C1)NC1=CC=C2C=NC(=NC2=C1)NC(=O)NC12CC3(CC(CC(C1)C3)C2)O